C1(=CC=CC=C1)C#CCC1=CC=C(C=C1)C 1-phenyl-3-(4-methylphenyl)-1-propyne